1-(tert-butyl) 3-ethyl 3-((4-cyano-3-fluorophenoxy)methyl)azetidine-1,3-dicarboxylate C(#N)C1=C(C=C(OCC2(CN(C2)C(=O)OC(C)(C)C)C(=O)OCC)C=C1)F